NC(CC=1C=C(C(=CC1)O)O)C 4-(2-aminopropyl)benzene-1,2-diol